C(C)(C)(C)OC(CC1(C[C@@H](N([C@@H](C1)C)CC1=CC=C(C=C1)OC)C)O)=O 2-[(2s,6r)-4-hydroxy-1-[(4-methoxyphenyl)methyl]-2,6-dimethyl-4-piperidinyl]acetic acid tert-butyl ester